C[Si](C)(C)C#CC1(CC1)CC(=O)OC methyl 2-(1-((trimethylsilyl)ethynyl)cyclopropyl)acetate